CN([C@H]1C[C@@H](CC1)NC(OC(C)(C)C)=O)C1=CC=C(C=C1)C(F)(F)F tert-butyl ((1R,3R)-3-(methyl(4-(trifluoromethyl)phenyl)amino)-cyclopentyl)carbamate